N-(2-Methoxy-4-(4-(3-(6-methoxy-5-(((tetrahydro-2H-pyran-4-yl)amino)methyl)pyridin-2-yl)-2-methylphenyl)-3-methylpyridin-2-yl)benzyl)tetrahydro-2H-pyran-4-amine COC1=C(CNC2CCOCC2)C=CC(=C1)C1=NC=CC(=C1C)C1=C(C(=CC=C1)C1=NC(=C(C=C1)CNC1CCOCC1)OC)C